6-(6-methoxyimidazo-[1,2-a]pyridin-3-yl)-N-((3S,4S)-4-methoxy-pyrrolidin-3-yl)pyridin-2-amine COC=1C=CC=2N(C1)C(=CN2)C2=CC=CC(=N2)N[C@H]2CNC[C@@H]2OC